S(OC1=CC=C(C=C1)\C=C\C1=CC=C(C=C1)N)(=O)(=O)F (E)-4-(4-aminostyryl)phenyl sulfurofluoridate